N-(2,5-dimethoxyphenyl)-7-(3,3,3-trifluoro-2,2-dihydroxypropanamido)heptanamide COC1=C(C=C(C=C1)OC)NC(CCCCCCNC(C(C(F)(F)F)(O)O)=O)=O